(6-(2H-1,2,3-triazol-2-yl)-5-(trifluoromethyl)pyridin-3-yl)-5-phenyl-3,4-dihydroquinoline-1(2H)-carboxamide N=1N(N=CC1)C1=C(C=C(C=N1)C1N(C2=CC=CC(=C2CC1)C1=CC=CC=C1)C(=O)N)C(F)(F)F